4-Phosphono-butyric acid 2-hydroxy-5-(4-methyl-benzoyl)-3-nitro-phenyl ester sodium salt [Na].OC1=C(C=C(C=C1[N+](=O)[O-])C(C1=CC=C(C=C1)C)=O)OC(CCCP(=O)(O)O)=O